F[B-](F)(F)F.CC1(C=2C=CC=CC2[N+]=2C3=C(C=CC=C13)NC2)C 6,6-dimethyl-2,6-dihydroimidazo[4,5,1-de]Acridin-11-ium tetrafluoroborate